1-[(trimethylsilyl)methyl]benzotriazolium C[Si](C)(C)C[N+]=1NN=C2C1C=CC=C2